C1(CC(CCCC)O1)=O γ-Heptanolide